ClCC=1C(=C2NC(C=3N(C2=CC1)C=CC3)=O)F 7-(chloromethyl)-6-fluoro-5H-pyrrolo[1,2-a]quinoxalin-4-one